C(C1=CC=CC=C1)OCCCC(=O)O 4-(benzyloxy)butanoic acid